3-benzyl-1-(trans-4-((5-cyano-(tetra-hydrofuran-3-yl-amino)pyrimidin-2-yl)amino)cyclohexyl)-1-(5-(1-methyl-1H-pyrazol-4-yl)-pyridin-2-yl)urea C(C1=CC=CC=C1)NC(N(C1=NC=C(C=C1)C=1C=NN(C1)C)[C@@H]1CC[C@H](CC1)NC1=NC=C(C(=N1)NC1COCC1)C#N)=O